NCCCN1C=CC(C=C1)=C1C=CN(C=C1)C (1-3-aminopropyl)-1'-methyl-4,4'-bipyridine